CC=1C(=NC=C(C1)NC(C(=O)N1[C@H](CC[C@@H](C1)C)C1=CC(=NC=C1)C)=O)NC(OC(C)(C)C)=O Tert-butyl N-[3-methyl-5-[[2-[(2R,5S)-5-methyl-2-(2-methyl-4-pyridyl)-1-piperidyl]-2-oxo-acetyl]amino]-2-pyridyl]carbamate